(3R,4R)-4-({4-[4-fluoro-2-methyl-1-(propan-2-yl)-1H-benzimidazol-6-yl]-5-methylpyrimidin-2-yl}amino)-1-(methanesulfonyl)piperidin-3-ol FC1=CC(=CC=2N(C(=NC21)C)C(C)C)C2=NC(=NC=C2C)N[C@H]2[C@@H](CN(CC2)S(=O)(=O)C)O